Cl.NCC[C@H](CO)O (2R)-4-aminobutane-1,2-diol hydrochloride